C(C)(C)(C)N1N=C(C=C1C=1OC=CC1)C1=NC2=C(N1)C=CC(=C2)Cl 2-(1-(tert-butyl)-5-(furan-2-yl)-1H-pyrazol-3-yl)-5-chloro-1H-benzo[d]imidazole